1,1-dimethyl-3-((2-((6-(pyridin-4-yl)benzo[d]thiazol-2-yl)amino)pyridin-4-yl)methyl)urea CN(C(=O)NCC1=CC(=NC=C1)NC=1SC2=C(N1)C=CC(=C2)C2=CC=NC=C2)C